N-(6-(Benzo[d]thiazol-2-yl)pyridin-3-yl)-3-(2,5-dioxopyrrolidin-1-yl)propenamide S1C(=NC2=C1C=CC=C2)C2=CC=C(C=N2)NC(C=CN2C(CCC2=O)=O)=O